(3z,6z,9s,10r)-9,10-epoxy-1,3,6-eicosatrien C=C\C=C/C\C=C/C[C@H]1[C@@H](CCCCCCCCCC)O1